tert-butyl N-[4-[(1,3-dioxoisoindolin-2-yl)methyl]cyclohexyl]-N-methyl-carbamate O=C1N(C(C2=CC=CC=C12)=O)CC1CCC(CC1)N(C(OC(C)(C)C)=O)C